FC1(CCN(CCC1)C1=NC2=CC=CC=C2C=C1C(=O)NC1=C(SC=C1)S(N)(=O)=O)F 2-(4,4-difluoroazepan-1-yl)-N-(2-sulfamoylthiophen-3-yl)quinoline-3-carboxamide